O=C(C(=O)O)CC alpha-ketobutyric acid